tert-butyl (E)-(4-(dimethylamino)-4-oxobut-2-en-1-yl)(2-((5-iodopyridin-2-yl)oxy) ethyl)carbamate CN(C(/C=C/CN(C(OC(C)(C)C)=O)CCOC1=NC=C(C=C1)I)=O)C